CC1(OB(OC1(C)C)C1=CC2=CN(N=C2C=C1)CCN1CCOCC1)C 4-(2-(5-(4,4,5,5-tetramethyl-1,3,2-dioxaborolan-2-yl)-2H-indazol-2-yl)ethyl)morpholine